3-ethyl-7-({4-[6-(1-{[2-(trimethylsilyl)ethoxy]methyl}imidazol-2-yl)pyridin-3-yl]piperazin-1-yl}methyl)-1H-1,5-naphthyridin-2-one C(C)C=1C(NC2=CC(=CN=C2C1)CN1CCN(CC1)C=1C=NC(=CC1)C=1N(C=CN1)COCC[Si](C)(C)C)=O